O1COC2=C1C=CC(=C2)C(=O)NC(C(=O)OCC)C(C)C Ethyl 2-(benzo[d][1,3]dioxole-5-carboxamido)-3-methylbutanoate